C(#N)C1=CC=C(OCC=2N=NN(C2)C2=C(C(=O)N)C=C(C(=C2)F)F)C=C1 2-[4-[(4-cyanophenoxy)methyl]-1H-1,2,3-triazol-1-yl]-4,5-difluorobenzamide